C(C)(=O)O.[Ru](Cl)Cl.C1(=CC=CC=C1)P(C1=CC=CC=C1)C1=CC=CC=C1.C1(=CC=CC=C1)P(C1=CC=CC=C1)C1=CC=CC=C1.C1(=CC=CC=C1)P(C1=CC=CC=C1)C1=CC=CC=C1 tris(triphenylphosphine) ruthenium (II) chloride acetate